C(C)(C)(C)OC(=O)N1C([C@@H](CC1)O[Si](C)(C)C)=O (R)-2-oxo-3-((trimethylsilyl)oxy)pyrrolidine-1-carboxylic acid tert-butyl ester